hexadecylphenyl ether sodium sulfate S(=O)(=O)([O-])[O-].[Na+].C(CCCCCCCCCCCCCCC)OC1=CC=CC=C1.[Na+]